C1OCC12CC(C2)OC2=C1C(=NC(=C2)C2=CNC3=CN=C(C=C32)NC(C)=O)C3(OCC1)COCC3 N-(3-(4'-((2-oxaspiro[3.3]heptane-6-yl)oxy)-4,5,5',6'-tetrahydro-2H-Spiro[furan-3,8'-pyrano[3,4-b]pyridin]-2'-yl)-1H-pyrrolo[2,3-c]pyridin-5-yl)acetamide